C(C)(C)(C)CCN(C(O)=O)[C@H](C)C1=CC(=CC=C1)C=1N=C(C=2N(C1)C=CN2)OCCC(CC(CCC(F)(F)F)NS(=O)C(C)(C)C)C.C(=O)(O)C=2C1=C(C3=C(C(=C(N3C(=O)O)C=C3C=CC(C=C4C=CC(=CC(C2)=N1)N4)=N3)C3=CC=CC=C3)C(=O)O)C(=O)O tetracarboxyl-(phenyl)porphyrin tert-butyl-((1R)-1-(3-(8-((5-((tert-butylsulfinyl)amino)-8,8,8-trifluoro-3-methyloctyl)oxy)imidazo[1,2-a]pyrazin-6-yl)phenyl)ethyl)(ethyl)carbamate